isotricosyl-amine C(CCCCCCCCCCCCCCCCCCCC(C)C)N